(2R,3S,4R,6E,8E)-3-hydroxy-N-methoxy-N,2,4-trimethyldeca-6,8-dienamide O[C@H]([C@H](C(=O)N(C)OC)C)[C@@H](C\C=C\C=C\C)C